(3R)-3-(1-Methoxy-1-methyl-ethyl)pyrrolidine hydrochloride Cl.COC(C)(C)[C@H]1CNCC1